(S)-N-(bis(4-chlorophenyl)methyl)-3-methyl-2-oxoimidazolidine-4-carboxamide ClC1=CC=C(C=C1)C(NC(=O)[C@H]1N(C(NC1)=O)C)C1=CC=C(C=C1)Cl